4-(1-((3,3-difluoro-1-methylcyclobutyl)methyl)-3-(spiro[2.2]pentan-1-yl)-4-(trifluoromethyl)-1H-pyrazole-5-carboxamido)-2-(S-methylsulfonimidoyl)pyridine 1-oxide FC1(CC(C1)(C)CN1N=C(C(=C1C(=O)NC1=CC(=[N+](C=C1)[O-])S(=O)(=N)C)C(F)(F)F)C1CC12CC2)F